(1S)-1-(5-iodo-2-pyrimidin-2-yl-1,2,4-triazol-3-yl)ethylamine hydrochloride Cl.IC=1N=C(N(N1)C1=NC=CC=N1)[C@H](C)N